(R)-2-((1-(3-cyano-7-methyl-2-(4-(oxetan-3-yl)piperazin-1-yl)-4-oxo-4H-pyrido[1,2-a]pyrimidin-9-yl)ethyl)amino)benzoic acid C(#N)C1=C(N=C2N(C1=O)C=C(C=C2[C@@H](C)NC2=C(C(=O)O)C=CC=C2)C)N2CCN(CC2)C2COC2